N-(8-((2,6-dimethylbenzyl)amino)-2,3-dimethylimidazo[1,2-a]pyridin-6-yl)-2-(2-hydroxyacetamido)acetamide CC1=C(CNC=2C=3N(C=C(C2)NC(CNC(CO)=O)=O)C(=C(N3)C)C)C(=CC=C1)C